5-Bromo-3-cyclopropyl-2-(trimethylsilyl)-1H-indole BrC=1C=C2C(=C(NC2=CC1)[Si](C)(C)C)C1CC1